FC(OC1=C(C=CC=C1)C(C)N)(F)F 1-(2-(trifluoromethoxy)phenyl)ethylamine